amino-N-[(3-fluoropyridin-2-yl)methyl]-6-[3-methylimidazo[1,2-a]pyridin-6-yl]-5-(morpholin-4-yl)pyrazine-2-carboxamide NC=1C(=NC(=C(N1)N1CCOCC1)C=1C=CC=2N(C1)C(=CN2)C)C(=O)NCC2=NC=CC=C2F